(R)-4-((2R,3R)-3-((R)-1-aminoethyl)-4-oxoazetidin-2-yl)-2-diazo-3-oxopentanoic acid 4-nitrobenzyl ester [N+](=O)([O-])C1=CC=C(COC(C(C([C@H](C)[C@H]2NC([C@@H]2[C@@H](C)N)=O)=O)=[N+]=[N-])=O)C=C1